C(C)(C)(C)OC(=O)C1=NN(C(=C1)C(=O)OC(C)(C)C)C1(CC1)C#N 1-(1-Cyanocyclopropyl)pyrazole-3,5-dicarboxylic acid di-tert-butyl ester